4-amino-9'-bromo-2',3',4',5'-tetrahydrospiro[cyclohexane-1,8'-indeno[5,6-b][1,4]dioxine]-4-carboxylic acid NC1(CCC2(C=CC=3CC4C(OCCO4)=C(C23)Br)CC1)C(=O)O